Tert-butyl 2-((2-(5-amino-6-oxo-2-phenylpyrimidin-1(6H)-yl)acetamido) methyl)-1H-pyrrolo[3,2-c]pyridine-1-carboxylate NC1=CN=C(N(C1=O)CC(=O)NCC1=CC=2C=NC=CC2N1C(=O)OC(C)(C)C)C1=CC=CC=C1